6-(4-chlorophenyl)-2-(5-fluoropyridin-3-yl)-3-oxo-2,3-dihydropyridazine-4-carboxylic acid methyl ester COC(=O)C=1C(N(N=C(C1)C1=CC=C(C=C1)Cl)C=1C=NC=C(C1)F)=O